2-((4-((3-(3-fluorophenyl)-3-phenylureido)methyl)cyclohexyl)methoxy)acetic acid FC=1C=C(C=CC1)N(C(NCC1CCC(CC1)COCC(=O)O)=O)C1=CC=CC=C1